C(\C=C\C=C/CCCCC)=O (2E,4Z)-2,4-Decadienal